N-(2-(dibenzo[b,d]thiophen-2-yl)phenyl)-10-phenylanthracen-9-amine C1=C(C=CC=2SC3=C(C21)C=CC=C3)C3=C(C=CC=C3)NC=3C2=CC=CC=C2C(=C2C=CC=CC32)C3=CC=CC=C3